1-(5-((3,5-dimethylphenyl)amino)-7-(methylamino)pyrazolo[1,5-a]pyrimidin-3-yl)-3-methylurea CC=1C=C(C=C(C1)C)NC1=NC=2N(C(=C1)NC)N=CC2NC(=O)NC